C(C)(C)C1(C(=C(NC(=C1C(=O)O)C)C)C(=O)O)C(C)C diisopropyl-1,4-dihydro-2,6-dimethyl-3,5-pyridinedicarboxylic acid